C(C)OC(CC\C=C\C1CCC2(OCCO2)CC1)=O (E)-5-(1,4-dioxaspiro[4.5]dec-8-yl)pent-4-enoic acid ethyl ester